3-methyl-4-(4-methylpiperazin-1-yl)benzene CC=1C=CC=CC1N1CCN(CC1)C